3-chloro-1-(1,3-dihydro-2H-isoindol-2-yl)propan-1-one ClCCC(=O)N1CC2=CC=CC=C2C1